1-[3-fluoro-5-hydroxy-4-(1,1,4-trioxo-1,2,5-thiadiazolidin-2-yl)phenyl]-3-(3-piperidyl)urea FC=1C=C(C=C(C1N1S(NC(C1)=O)(=O)=O)O)NC(=O)NC1CNCCC1